O1CCN(CC1)CC1CN(C1)C1=NC=CC=C1 2-(3-(morpholinomethyl)azetidin-1-yl)pyridin